4-(3-(4-chlorobenzyl)ureido)-N-methylbenzenesulfonamide ClC1=CC=C(CNC(NC2=CC=C(C=C2)S(=O)(=O)NC)=O)C=C1